CN(S(=O)(=O)CC1OC([C@]2(CCCC=C12)C)=O)C N,N-dimethyl-1-((3aS)-3a-methyl-3-oxo-1,3,3a,4,5,6-hexahydroisobenzofuran-1-yl)methanesulfonamide